N,N',N''-tris(dimethylamino-propyl)-hexahydrotriazin CN(C)CCCN1N(N(CCC1)CCCN(C)C)CCCN(C)C